N(=C=S)C(CC(C)NC(C)=O)C1=CC(=CC=C1)C(F)(F)F N-{4-isothiocyanato-4-[3-(trifluoromethyl)phenyl]butan-2-yl}acetamide